sodium 2-(8-chloro-2-(((1s,3s)-3-methoxycyclobutyl)(2-methoxyethyl)amino)-9-(methylthio)-5-oxobenzo[b][1,8]naphthyridin-10(5H)-yl)acetate ClC=1C=CC2=C(N(C=3N=C(C=CC3C2=O)N(CCOC)C2CC(C2)OC)CC(=O)[O-])C1SC.[Na+]